C(C)OC1CN(C1)C(=O)O[C@@H]1CC[C@H](CC1)C(N(C[C@@H]1CC[C@H](CC1)C1=NC(=C(C=C1)OC)C)C1=NC=CC(=C1)C=1N=C(OC1)C1CC1)=O trans-4-((4-(2-Cyclopropyloxazol-4-yl)pyridine-2-yl)((trans-4-(5-methoxy-6-methylpyridin-2-yl)cyclohexyl)methyl)carbamoyl)cyclohexyl 3-ethoxyazetidine-1-carboxylate